FC(C1=NN=C(O1)C=1C=CC(=NC1)CN1C(C2=CC=C(C=C2C(C1=O)(C)C)N1CC2(COC2)C1)=O)F 2-((5-(5-(difluoromethyl)-1,3,4-oxadiazole-2-yl)pyridine-2-yl)methyl)-4,4-dimethyl-6-(2-oxa-6-azaspiro[3.3]heptane-6-yl)isoquinoline-1,3(2H,4H)-dione